C(C)(C)N1N=C(C=C1C1CCC(CC1)N1CCOCC1)C=1C=NC=C(C1)C(F)(F)F ((1s,4s)-4-(1-isopropyl-3-(5-(trifluoromethyl)pyridin-3-yl)-1H-pyrazol-5-yl)cyclohexyl)morpholine